ClC1=NC=C2C(=N1)N(N=C2)C2CCCC2 6-chloro-1-cyclopentyl-1H-pyrazolo[3,4-d]pyrimidine